ClC=1C=C(C=C(C1)N(C1=CC=C(C=C1)C)C1=CC=C(C=C1)C)N(C1=CC=C(C=C1)C)C1=CC=C(C=C1)C 5-chloro-N1,N1,N3,N3-tetrapara-tolylbenzene-1,3-diamine